N1(C=NC=2C1=NC=CN2)CC2=CC=C(C=C2)B(O)O 4-(imidazo[4,5-b]pyrazin-1-ylmethyl)phenylboronic acid